6-(5-{[3-(3,4-difluorophenyl)-3-hydroxypropyl]carbamoyl}-1-methyl-1H-pyrazol-3-yl)-N-methyl-1H-indazole-3-carboxamide FC=1C=C(C=CC1F)C(CCNC(=O)C1=CC(=NN1C)C1=CC=C2C(=NNC2=C1)C(=O)NC)O